C(C)(C)(C)OC(=O)N1C(CC(C1)CC1=C(C=CC=C1)C1=CC=CC=C1)C(N[C@H](C(=O)NCC=1C(=NC(=CC1)N)C)C)=O 4-([1,1'-biphenyl]-2-ylmethyl)-2-(((S)-1-(((6-amino-2-methylpyridin-3-yl)methyl)amino)-1-oxopropan-2-yl)carbamoyl)pyrrolidine-1-carboxylic acid tert-butyl ester